NC=1C=C(CCN2[C@H](O[C@@H](C2=O)C)C=2C(=NN(C2)C2=CC=C(C=C2)Br)C2=CC=C(C=C2)F)C=C(C1)Cl (2R,5R)-3-(3-amino-5-chlorophenethyl)-2-(1-(4-bromophenyl)-3-(4-Fluorophenyl)-1H-pyrazol-4-yl)-5-methyloxazolidin-4-one